4-(3-bromo-propyl)morpholine HBr salt Br.BrCCCN1CCOCC1